ClC1=NC(=NN2C1=C(C(=C2)C2=NN(C=C2)C(C)C)C2=CC=CC=C2)C2=NC=CC=C2 4-chloro-6-(1-isopropyl-1H-pyrazol-3-yl)-5-phenyl-2-(pyridin-2-yl)pyrrolo[2,1-f][1,2,4]triazine